1-((2R,5S)-4-((R)-6-chloro-7-(3,5-dimethyl-1H-indazol-4-yl)-8-fluoro-2-(2-(4-fluoropiperidin-1-yl)ethoxy)quinazolin-4-yl)-2,5-dimethylpiperazin-1-yl)prop-2-en-1-one ClC=1C=C2C(=NC(=NC2=C(C1C1=C2C(=NNC2=CC=C1C)C)F)OCCN1CCC(CC1)F)N1C[C@H](N(C[C@@H]1C)C(C=C)=O)C